(4-(4-methyl-1H-1,2,3-triazol-1-yl)phenyl)methylamine CC=1N=NN(C1)C1=CC=C(C=C1)CN